NC1=NC=CC=C1S(=O)(=O)NC(=O)C=1C(=NC(=CC1)C1=CC=C(C=C1)OC(C)C)N1C(C[C@@H](C1)C)(C)C N-[(2-Amino-3-pyridyl)sulfonyl]-6-(4-isopropoxyphenyl)-2-[(4S)-2,2,4-trimethylpyrrolidin-1-yl]pyridin-3-carboxamid